2-hydroxy-2-(6-(2-(2,3,5-trichlorobenzyl)-2H-tetrazol-5-yl)pyridin-2-yl)propane-1-sulfonamide OC(CS(=O)(=O)N)(C)C1=NC(=CC=C1)C=1N=NN(N1)CC1=C(C(=CC(=C1)Cl)Cl)Cl